5-((2-(2-oxa-6-azaspiro[3.3]hept-6-yl)-8-azaspiro[4.5]dec-8-yl)sulfonyl)-2-fluorobenzonitrile C1OCC12CN(C2)C2CC1(CC2)CCN(CC1)S(=O)(=O)C=1C=CC(=C(C#N)C1)F